(4-ethynylbenzyl)-2-(2-isopropylphenyl)-7,9-dihydro-8H-purin-8-one C(#C)C1=CC=C(CN2C3=NC(=NC=C3NC2=O)C2=C(C=CC=C2)C(C)C)C=C1